(E)-N-(4-(1-(4-(1-(3-(2-((2-(2,6-dioxopiperidin-3-yl)-1-oxoisoindolin-4-yl)amino)ethoxy)propanoyl)piperidin-4-yl)benzoyl)piperidin-4-yl)butyl)-3-(pyridin-3-yl)acrylamide O=C1NC(CCC1N1C(C2=CC=CC(=C2C1)NCCOCCC(=O)N1CCC(CC1)C1=CC=C(C(=O)N2CCC(CC2)CCCCNC(\C=C\C=2C=NC=CC2)=O)C=C1)=O)=O